C(C1=CC=CC=C1)OC1=C(N(C=CC1=O)CC(C)O)C 3-(benzyloxy)-1-(2-hydroxypropyl)-2-methyl-4(1H)-pyridone